1-(4-(4-acetylpiperazin-1-yl)-3-methylphenyl)-5-(4-methoxybenzyl)-8-(6-methoxypyridin-3-yl)-1,5-dihydro-4H-[1,2,3]triazolo[4,5-c]quinolin-4-one C(C)(=O)N1CCN(CC1)C1=C(C=C(C=C1)N1N=NC=2C(N(C=3C=CC(=CC3C21)C=2C=NC(=CC2)OC)CC2=CC=C(C=C2)OC)=O)C